BrCC(=O)C1=C(C=CC=C1)Cl bromo-o-chloroacetophenone